[N+](=O)([O-])C=1C(=NC(=CC1)C=1SC=CC1)N 3-nitro-6-(thiophen-2-yl)pyridin-2-amine